CN[C@H]1CN(CC1)C1=NC(=NC2=C1OCC[C@H]1N2CCC1)N (S)-4-((R)-3-(methylamino)pyrrolidin-1-yl)-6,7,7a,8,9,10-hexahydropyrimido[5,4-b]pyrrolo[1,2-d][1,4]oxazepin-2-amine